(2S,4S)-1-[(tert-butoxy)carbonyl]-4-({5-ethynyl-3-[(9S)-9-methyl-2,5-dioxa-8-azaspiro[3.5]non-8-yl]pyridin-2-yl}oxy)pyrrolidine-2-carboxylic acid C(C)(C)(C)OC(=O)N1[C@@H](C[C@@H](C1)OC1=NC=C(C=C1N1CCOC2(COC2)[C@@H]1C)C#C)C(=O)O